bromo-aminophenylcyclobutane BrC1C(CC1)(C1=CC=CC=C1)N